tert-butyl 3'-[(3-chloro-2-methoxyphenyl)amino]-2'-[2-(methylsulfanyl)pyrimidin-4-yl]-4'-oxo-5',6'-dihydro-1'H-spiro[piperidine-4,7'-pyrrolo[3,2-c]pyridine]-1-carboxylate ClC=1C(=C(C=CC1)NC1=C(NC2=C1C(NCC21CCN(CC1)C(=O)OC(C)(C)C)=O)C1=NC(=NC=C1)SC)OC